COC1CC(N(C1)CC(N1CCN(CC1)C1=NC=C(C=N1)C(F)(F)F)=O)C=1C=C(C(N(N1)CC1=CC=C(C=C1)OC)=O)C(F)(F)F 6-(4-methoxy-1-(2-oxo-2-(4-(5-(trifluoromethyl)pyrimidin-2-yl)piperazin-1-yl)ethyl)pyrrolidin-2-yl)-2-(4-methoxybenzyl)-4-(trifluoromethyl)pyridazin-3(2H)-one